(E)-3-bromo-N,5-dimethyl-2-((methylimino)methyl)aniline BrC=1C(=C(NC)C=C(C1)C)/C=N/C